OC1=CC=C(C=C1)C1=CC=C(C=C1)C(C)=O 4'-hydroxy-4-acetylbiphenyl